FC1=CC2=C(OCCCN2C(CNC(OC(C)(C)C)=O)=O)C=C1F tert-butyl (2-(7,8-difluoro-3,4-dihydrobenzo[b][1,4]oxazepin-5(2H)-yl)-2-oxoethyl)carbamate